ClC1=CC(=CC(=N1)C(C)=O)N1[C@@H](CCC1)C (R)-1-(6-chloro-4-(2-methylpyrrolidin-1-yl)pyridin-2-yl)ethan-1-one